CN(C1=CC(=C(C=C1)OC)NC([C@@H](N)CC(=O)O)=O)C1=CC(OC2=CC=CC=C12)=O 4-(N-methyl-N-(3-L-aspartylamino-4-methoxyphenyl)-amino)coumarin